5-(4-cyclohexylphenyl)-3-(3-(difluoromethyl)azetidine-1-carbonyl)pyrazolo[1,5-a]pyrimidin-7(4H)-one C1(CCCCC1)C1=CC=C(C=C1)C=1NC=2N(C(C1)=O)N=CC2C(=O)N2CC(C2)C(F)F